Ammonium acetate dihydrate O.O.C(C)(=O)[O-].[NH4+]